3-chloro-N-[(1S)-1-[2-(1-ethyl-6-oxo-pyridazin-3-yl)-1,2,4-triazol-3-yl]ethyl]-5-(trifluoromethylsulfonyl)benzamide ClC=1C=C(C(=O)N[C@@H](C)C=2N(N=CN2)C2=NN(C(C=C2)=O)CC)C=C(C1)S(=O)(=O)C(F)(F)F